6-Amino-4-[{[1-(methoxymethyl)cyclopentyl]methyl}(methyl)amino]-5-nitro-5'-(trifluoromethyl)[2,3'-bipyridin]-6'-carbonitrile NC1=C(C(=CC(=N1)C=1C=NC(=C(C1)C(F)(F)F)C#N)N(C)CC1(CCCC1)COC)[N+](=O)[O-]